(2R)-3-(((2,3-bis((3-(benzylamino)propanoyl)oxy)propoxy)(hydroxy)phosphoryl)oxy)propane-1,2-diylditetradecan-oate dihydrochloride Cl.Cl.C(C1=CC=CC=C1)NCCC(=O)OC(COP(=O)(O)OC[C@H](CCCCCCCCCCCCCCC(=O)O)CCCCCCCCCCCCCC(=O)O)COC(CCNCC1=CC=CC=C1)=O